FC=1C=C(C=NC1)[C@@H]1N(CCC1)C1=NC=2N(C=C1)N=CC2C(=O)N[C@@H](CO)C 5-((R)-2-(5-fluoropyridin-3-yl)pyrrolidin-1-yl)-N-((R)-1-hydroxypropan-2-yl)pyrazolo[1,5-a]pyrimidine-3-carboxamide